(1s,4s)-4-((5-(1-(Difluoromethyl)-1H-pyrazol-3-yl)-2-((2-(5-fluoro-1,3-dimethyl-1H-pyrazol-4-yl)pyrimidin-4-yl)amino)pyridin-4-yl)amino)-1-methylcyclohexan-1-ol FC(N1N=C(C=C1)C=1C(=CC(=NC1)NC1=NC(=NC=C1)C=1C(=NN(C1F)C)C)NC1CCC(CC1)(O)C)F